COC(C1=C(C(=CC(=C1)Cl)I)C)=O 5-chloro-3-iodo-2-methylbenzoic acid methyl ester